1-(4-(4-amino-2-(trifluoromethyl)phenyl)piperazin-1-yl)ethan-1-one NC1=CC(=C(C=C1)N1CCN(CC1)C(C)=O)C(F)(F)F